(S)-2-((tert-butoxycarbonyl)amino)-4-methoxy-3,3-dimethylbutanoic acid C(C)(C)(C)OC(=O)N[C@H](C(=O)O)C(COC)(C)C